N-((1H-pyrrolo[3,2-c]pyridin-2-yl)methyl)-2-(2-oxo-3-((4-phenoxybenzyl)amino)-6-phenylpyrazin-1(2H)-yl)acetamide N1C(=CC=2C=NC=CC21)CNC(CN2C(C(=NC=C2C2=CC=CC=C2)NCC2=CC=C(C=C2)OC2=CC=CC=C2)=O)=O